O=S.[As].[Na] sodium arsenic (oxy)sulfide